(S)-1-(oxetan-3-ylamino)-7-(piperidin-3-ylamino)-2,6-naphthyridine-3-carbonitrile O1CC(C1)NC1=NC(=CC2=CN=C(C=C12)N[C@@H]1CNCCC1)C#N